1,3-CYCLOHEXANEBIS(METHYLAMINE) C1(CC(CCC1)CN)CN